C(#N)C1=C(OC2=CC(=NC=N2)OC2=C(C=CC=C2)C(C(=O)O)C(OC)OC)C=CC=C1.C1(=CC=CC=C1)C=1C(=C(C=CC1)C1=NN=C(O1)C1=CC(=CC=C1)C=1OC(=NN1)C1=C(C(=CC=C1)C1=CC=CC=C1)CCCC)CCCC 1,3-bis[5-(Phenyl-butylphenyl)-1,3,4-oxadiazole-2-yl]benzene 2-[2-[6-(2-cyanophenoxy)-pyrimidine-4-oxy]phenyl]-3,3-dimethoxypropionate